ClC1=NC=CC2=C1C(=CN2C(C(=O)N(C)C)C)C2=CC(=CC(=C2)OC2=NC=C(N=C2)C(F)(F)F)C [4-chloro-3-(3-methyl-5-{[5-(trifluoromethyl)pyrazin-2-yl]oxy}phenyl)-1H-pyrrolo[3,2-c]pyridin-1-yl]-N,N-dimethylpropanamide